O[C@H]1CCCNC1 (2S,5S)-5-hydroxypiperidine